Dihydrostilbene (1R,3S)-3-(5-{2-[(2-formyl-3-hydroxyphenyl)sulfanyl]acetamido}-2H-pyrazol-3-yl)cyclopentyl-N-isopropylcarbamate C(=O)C1=C(C=CC=C1O)SCC(=O)NC=1C=C(NN1)[C@@H]1C[C@@H](CC1)N(C(O)=O)C(C)C.C1(CC=CC=C1)C=CC1=CC=CC=C1